C(C)OC(=O)C1=CN(C2=CC(=C(C=C2C1=O)F)F)C1CC1 1-cyclopropyl-4-oxo-6,7-difluoro-1,4-dihydroquinoline-3-carboxylic acid ethyl ester